OC1=NC2=CC=CC=C2C(=C1)C=1NC(NN1)=S 5-(2-hydroxyquinolin-4-yl)-2,4-dihydro-3H-1,2,4-triazole-3-thione